Indazole Boronate B(O)O.N1N=CC2=CC=CC=C12